bromoheptene BrC=CCCCCC